CN(C1CN(C1)C(=O)C1=CC2=CC=CC(=C2C=C1)OC1=CC=C(C=C1)C(F)(F)F)C (3-(Dimethylamino)azetidin-1-yl)(5-(4-(trifluoromethyl)phenoxy)naphthalen-2-yl)methanone